N-{4-[3-(difluoromethyl)-1H-1,2,4-triazol-1-yl]-3-[(2,4-dimethoxybenzyl)sulfamoyl]Phenyl}-2-(2-fluorophenyl)acetamide FC(C1=NN(C=N1)C1=C(C=C(C=C1)NC(CC1=C(C=CC=C1)F)=O)S(NCC1=C(C=C(C=C1)OC)OC)(=O)=O)F